C(C)C(CO)CCCCC 2-ethyl-1-heptanol